1-[(5-chloro-3-pyridinyl)methyl]-3-methyl-6-[3-(trifluoromethyl)phenyl]imidazo[4,5-b]pyridin-2-one ClC=1C=C(C=NC1)CN1C(N(C2=NC=C(C=C21)C2=CC(=CC=C2)C(F)(F)F)C)=O